(methylamino)-1-butanol CNC(CCC)O